1-bromo-3,5-diphenylbenzene BrC1=CC(=CC(=C1)C1=CC=CC=C1)C1=CC=CC=C1